O[C@]1(CC[C@@H]2[C@@]([C@H]3CC[C@@]4([C@H](CCC[C@H]4[C@@H]3CC2)C(CN2N=CC(=C2)C#N)=O)C)(CC1)C)COC 1-(2-((1S,4aS,4bR,6aR,9S,11aS,11bS,13aS)-9-hydroxy-9-(methoxymethyl)-11a,13a-dimethyloctadecahydro-1H-cyclohepta[a]phenanthren-1-yl)-2-oxoethyl)-1H-pyrazole-4-carbonitrile